1-(3-((7-(2-amino-7-fluorobenzo[d]thiazol-4-yl)-6-chloro-8-fluoroquinazolin-4-yl)amino)azetidin-1-yl)prop-2-en-1-one NC=1SC2=C(N1)C(=CC=C2F)C2=C(C=C1C(=NC=NC1=C2F)NC2CN(C2)C(C=C)=O)Cl